C(C=C)(=O)N1CC2(C1)CN(CC2)C2=NC(=NC(=C2C#N)C2=C1C=NNC1=CC=C2C)OC[C@H]2CN(CC2)C 4-(2-acryloyl-2,6-diazaspiro[3.4]octan-6-yl)-6-(5-methyl-1H-indazol-4-yl)-2-(((R)-1-methylpyrrolidin-3-yl)methoxy)pyrimidine-5-carbonitrile